COC(=O)C(C(=O)OC)C1=CC=C2C(NS(=O)(=O)C2=C1)=O 6-(1,1-dimethoxycarbonylmethyl)saccharin